(1S,3R,4S)-N-((R)-1-cyano-2-((R)-2-oxopiperidin-3-yl)ethyl)-2-((R)-3-cyclopropyl-2-((5-methylpyridin-3-yl)amino)propanoyl)-5,5-difluoro-2-azabicyclo[2.2.2]octane-3-carboxamide C(#N)[C@@H](C[C@@H]1C(NCCC1)=O)NC(=O)[C@@H]1N([C@@H]2CC([C@H]1CC2)(F)F)C([C@@H](CC2CC2)NC=2C=NC=C(C2)C)=O